N-(2,2-dimethylpropyl)-8-fluoro-6-hydroxy-7-(1,1,4-trioxo-1λ6,2,5-thiadiazolidin-2-yl)-3,4-dihydroisoquinoline-2(1H)-carboxamide CC(CNC(=O)N1CC2=C(C(=C(C=C2CC1)O)N1S(NC(C1)=O)(=O)=O)F)(C)C